CC(C(=O)O)(C)SC1=C(C=NC=C1)C#CC=1C=C(C=CC1)C 2-methyl-2-((3-(m-tolylethynyl)pyridin-4-yl)thio)propanoic acid